ClC1=NC(=C2C(=N1)N(N=C2)[C@H]2[C@@H]([C@@H]([C@H](O2)CO[C@H](COC)P(O)(O)=O)O)O)NC2CCCC2 ((S)-1-(((2R,3S,4R,5R)-5-(6-chloro-4-(cyclopentylamino)-1H-pyrazolo[3,4-d]pyrimidin-1-yl)-3,4-dihydroxytetrahydro-furan-2-yl)methoxy)-2-methoxy-ethyl)phosphonic acid